6-Chloro-7-(2-fluoro-6-hydroxyphenyl)-4-((2S)-2-methyl-4-(2-propenoyl)-1-piperazinyl)-1-(4-(2-propanyl)-1,3-thiazol-5-yl)pyrido[2,3-d]pyrimidin-2(1H)-one ClC1=CC2=C(N(C(N=C2N2[C@H](CN(CC2)C(C=C)=O)C)=O)C2=C(N=CS2)C(C)C)N=C1C1=C(C=CC=C1O)F